[Na].[Li] lithium sodium